ClC1=CC(=C(C=C)C=C1)C 4-chloro-2-methyl-styrene